2-(5-methyl-2-(2'-oxospiro[cyclopropane-1,3'-indolin]-5'-yl)piperidin-1-yl)-2-oxoacetic acid CC1CCC(N(C1)C(C(=O)O)=O)C=1C=C2C3(C(NC2=CC1)=O)CC3